FC1=CC(=CC=2N(C(=NC21)CC2=C(C=C(C(=C2)C)C2=NC(=CC=C2)OCC2=C(C=C(C=C2)C#CC=2C=NN(C2)C)F)F)C[C@H]2OCC2)C(=O)O (S)-4-fluoro-2-(2-fluoro-4-(6-((2-fluoro-4-((1-methyl-1H-pyrazol-4-yl)ethynyl)benzyl)oxy)pyridin-2-yl)-5-methylbenzyl)-1-(oxetan-2-ylmethyl)-1H-benzo[d]imidazole-6-carboxylic acid